4-[(3-{4-[(1-ethylpiperidin-4-yl)amino]-1-(2,2,2-trifluoroethyl)-1H-indol-2-yl}prop-2-yn-1-yl)amino]-3-methoxybenzene-1-sulfonamide C(C)N1CCC(CC1)NC1=C2C=C(N(C2=CC=C1)CC(F)(F)F)C#CCNC1=C(C=C(C=C1)S(=O)(=O)N)OC